O=C(CN1C=NC=2C(C1=O)=C(SC2)C2=CC=C(C=C2)C(F)(F)F)N2C(CCC2)C(F)(F)F 3-(2-oxo-2-(2-(trifluoromethyl)pyrrolidin-1-yl)ethyl)-5-(4-(trifluoromethyl)phenyl)thieno[3,4-d]pyrimidin-4(3H)-one